C(C)N(CCC1=CNC2=CC=CC(=C12)O)C N-Ethyl-4-hydroxy-N-methyl-tryptamine